N(N)C1=NC(=CC(=N1)C#N)NC1=CC(=C(C=C1)OC)OC 2-hydrazino-6-[(3,4-dimethoxyphenyl)amino]pyrimidine-4-carbonitrile